C1(=CC=CC=C1)C1=NC(=C(C=C1)C(F)(F)F)N1N=CC=N1 phenyl-6-(2H-1,2,3-triazole-2-yl)-5-(trifluoromethyl)pyridine